CN1C=NC2=NC=C(C=C21)B2OC(C(O2)(C)C)(C)C 1-methyl-6-(4,4,5,5-tetramethyl-1,3,2-dioxaborolan-2-yl)-1H-imidazo[4,5-b]pyridine